N1=CC=C(C=C1)C(=C1C2=CC=CC=C2C(C=2C=CC=CC12)=C(C1=CC=NC=C1)C1=CC=NC=C1)C1=CC=NC=C1 9,10-bis(di(pyridin-4-yl)methylene)-9,10-dihydroanthracene